BrC=1C=C2C(C(=COC2=CC1)CCC1(COC2=CC=C(C=C2C1=O)Br)CC1(COC2=CC=C(C=C2C1=O)Br)CCC1(COC2=CC=C(C=C2C1=O)Br)O)=O 6-Bromo-3-(2-(6-bromo-3-((6-bromo-3-(2-(6-bromo-3-hydroxy-4-oxochroman-3-yl)ethyl)-4-oxochroman-3-yl)methyl)-4-oxochroman-3-yl)ethyl)-4H-chromen-4-one